CN1S(C2=C(C(C3=C1C=CC=C3)=O)C=CC(=C2)S(=O)(=O)C)(=O)=O 6-Methyl-3-(methylsulfonyl)dibenzo[c,f][1,2]thiazepin-11(6H)-one 5,5-dioxide